(4-(2-((tert-butyldimethylsilyl)oxy)ethyl)-2-isopropylpyridin-3-yl)ammonia [Si](C)(C)(C(C)(C)C)OCCC1=C(C(=NC=C1)C(C)C)N